(2R,3R,4R,5R)-2-((benzoyloxy)methyl)-5-(5-bromo-4-chloro-7H-pyrrolo[2,3-d]pyrimidin-7-yl)tetrahydrofuran-3,4-diyl dibenzoate C(C1=CC=CC=C1)(=O)O[C@@H]1[C@H](O[C@H]([C@@H]1OC(C1=CC=CC=C1)=O)N1C=C(C2=C1N=CN=C2Cl)Br)COC(C2=CC=CC=C2)=O